OC1=CC=C(C=C1)C=1N=NN(N1)C1=CC=CC=C1 5-(4-hydroxyphenyl)-2-phenyl-2H-tetrazole